CN([C@H](CNC(=O)[C@H]1[C@@H](C1)C1=CC=CC=C1)CC1=CC=C(C=C1)O)C (1R,2R)-N-((S)-2-(dimethylamino)-3-(4-hydroxyphenyl)propyl)-2-phenylcyclopropane-1-carboxamide